2-[3-(2-{1-[2-(2,6-dioxopiperidin-3-yl)-1,3-dioxo-2,3-dihydro-1H-isoindol-5-yl]piperidin-4-yl}ethoxy)phenyl]acetic acid O=C1NC(CCC1N1C(C2=CC=C(C=C2C1=O)N1CCC(CC1)CCOC=1C=C(C=CC1)CC(=O)O)=O)=O